4-(6-(4-((1H-indazol-5-yl)amino)-pyrimidin-2-yl)-1H-indole-2-carbonyl)-1,1-dimethylpiperazin-1-ium chloride [Cl-].N1N=CC2=CC(=CC=C12)NC1=NC(=NC=C1)C1=CC=C2C=C(NC2=C1)C(=O)N1CC[N+](CC1)(C)C